tert-butyl (R)-2-cyano-5-methyl-7,8-dihydro-1,6-naphthyridine-6(5H)-carboxylate C(#N)C1=NC=2CCN([C@@H](C2C=C1)C)C(=O)OC(C)(C)C